C(CCC)N1C([C@](C2=CC=CC=C12)(N1NC(C=C1)=O)[C@H](CC(C1=CC=CC=C1)=O)C1=CC=CC=C1)=O |r| (+-)-(S)-1-butyl-3-((R)-3-oxo-1,3-diphenylpropyl)-3-(3-oxo-2,3-dihydro-1H-pyrazol-1-yl)indolin-2-one